3-difluoromethyl-1-methyl-1H-pyrazole-4-carboxylic acid (3',4'-dichloro-5-fluoro-1,1'-biphenyl-2-yl)-amide ClC=1C=C(C=CC1Cl)C1=C(C=CC(=C1)F)NC(=O)C=1C(=NN(C1)C)C(F)F